CN1CC(C1)C1=NN=C(O1)[C@@]12CN(C[C@]2(C1)C(F)(F)F)C1=C2C=CC=NC2=C(C=C1)C#N 5-((1S,5R)-1-(5-(1-methylazetidin-3-yl)-1,3,4-oxadiazol-2-yl)-5-(trifluoromethyl)-3-azabicyclo[3.1.0]hexane-3-yl)quinoline-8-carbonitrile